tert-butyl 4-(1-(2,6-bis(benzyloxy)pyridin-3-yl)-4-fluoro-3-methyl-2-oxo-2,3-dihydro-1H-benzo[d]imidazol-5-yl)piperazine-1-carboxylate C(C1=CC=CC=C1)OC1=NC(=CC=C1N1C(N(C2=C1C=CC(=C2F)N2CCN(CC2)C(=O)OC(C)(C)C)C)=O)OCC2=CC=CC=C2